BrC1=C(C=C(C=C1C)C(CCCNC(OC(C)(C)C)=O)=O)F tert-butyl 4-(4-bromo-3-fluoro-5-methylphenyl)-4-oxobutylcarbamate